tert-butyl 4-(1-hydroxy ethyl)piperidine-1-carboxylate OC(C)C1CCN(CC1)C(=O)OC(C)(C)C